(R)-4-(6-fluoropyridin-3-yl)-6-(2-hydroxypropoxy)pyrazolo[1,5-a]pyridine-3-carbonitrile FC1=CC=C(C=N1)C=1C=2N(C=C(C1)OC[C@@H](C)O)N=CC2C#N